[C@H]12CN(C[C@H](CC1)N2)C=2C1=C(N=C(N2)OC[C@@]23CCCN3C[C@H](C2)F)C(=C(N=C1)C1=CN=CC2=CC=CC(=C12)C#C)F 4-((1R,5S)-3,8-diazabicyclo[3.2.1]octan-3-yl)-7-(5-ethynylisoquinolin-4-yl)-8-fluoro-2-(((2S,7aR)-2-fluorotetrahydro-1H-pyrrolizin-7a(5H)-yl)methoxy)pyrido[4,3-d]pyrimidine